2-ethylhexyl oxocinnamate O=C1C(C=CC(=O)OCC(CCCC)CC)C=CC=C1